[Na].C(CC)OC=1C(C2=NC3=CC=CC=C3C2=CC1)=O propoxycarbazolone sodium